8-(5-bromopyrimidin-2-yl)-3,8-diazabicyclo[3.2.1]octane BrC=1C=NC(=NC1)N1C2CNCC1CC2